NC1=C(C=C(C=C1)F)B(O)O 2-AMINO-5-FLUOROPHENYLBORONIC ACID